ClCCCC[Si](OCCC)(C)C chlorobutyl-dimethyl-propoxysilane